ClCC1=C(C(=NC=C1)C=1C=C2CN(C(C2=CC1)=O)C1C(NC(CC1)=O)=O)C 3-(5-(4-(chloromethyl)-3-methylpyridin-2-yl)-1-oxoisoindolin-2-yl)piperidine-2,6-dione